OC1=CC=C(C[C@@H]2C(N3C(N(O2)C(=O)OCC2=CC=CC=C2)CN(C([C@@H]3CO)=O)CCC3=CC=CC2=CC=CC=C32)=O)C=C1 (3R,6S)-benzyl 3-(4-hydroxybenzyl)-6-(hydroxymethyl)-8-(2-(naphthalen-1-yl)ethyl)-4,7-dioxohexahydropyrazino[2,1-c][1,2,4]oxadiazine-1(6H)-carboxylate